COC(CC)=O.[Mg] Magnesium methylpropionate